[4-{(1-dibenzofuran-4-yl)naphthalen-2-yl}phenyl]-phenylamine C1=CC=C(C=2OC3=C(C21)C=CC=C3)C3=C(C=CC2=CC=CC=C32)C3=CC=C(C=C3)NC3=CC=CC=C3